COC1=NC(=NC=C1C1=C(C=NO1)C)NC1COCCC1 4-methoxy-5-(4-methylisoxazol-5-yl)-N-(tetrahydro-2H-pyran-3-yl)pyrimidine-2-amine